FC(C(=O)O)(F)F.CC=1N=C2N(C=C(C(=N2)C)NC(=O)N2CCC=3C2=NC=CC3N3CCNC2(CC2)C3)C1 N-(2,7-dimethylimidazo[1,2-a]pyrimidin-6-yl)-4-(4,7-diazaspiro[2.5]octan-7-yl)-2,3-dihydro-1H-pyrrolo[2,3-b]pyridine-1-carboxamide 2,2,2-trifluoroacetate